ClC=1C=C(C=CC1F)NC1=NC(=NC(=C1)N1N=C(C=C1C)C)N N4-(3-Chloro-4-fluorophenyl)-6-(3,5-dimethyl-1H-pyrazol-1-yl)pyrimidine-2,4-diamine